tert-butyl 4-((2-chloro-5-methoxypyridin-3-yl)(hydroxy)methyl)-4-methylpiperidine-1-carboxylate ClC1=NC=C(C=C1C(C1(CCN(CC1)C(=O)OC(C)(C)C)C)O)OC